C(C)OC1=C(C=C2CCN(C(C2=C1)CCCC1=CNC2=CC=C(C=C12)OC)C(=O)N1CCOCC1)OC (7-ethoxy-6-methoxy-1-(3-(5-methoxy-1H-indol-3-yl)propyl)-3,4-dihydroisoquinolin-2(1H)-yl)(morpholino)methanone